2-bromo-5-nitrothiazole BrC=1SC(=CN1)[N+](=O)[O-]